ClC1=NC=C(C(=C1)C1=C(C=NC(=C1)C)C(=O)NC=1SC(=NN1)C1CC(C1)C#N)OC 2'-chloro-N-(5-((1r,3r)-3-cyanocyclobutyl)-1,3,4-thiadiazol-2-yl)-5'-methoxy-6-methyl-(4,4'-bipyridine)-3-carboxamide